(1r,3r)-3-(4-(6-(3-amino-1-methyl-1H-pyrazol-4-yl)pyrazolo[1,5-a]pyrazin-4-yl)-1H-pyrazol-1-yl)-3-(cyanomethyl)cyclobutane-1-carbonitrile CN1C=C(C(=N1)N)C2=CN3C(=CC=N3)C(=N2)C4=CN(N=C4)C5(CC(C5)C#N)CC#N